[N+](=O)([O-])C1=CC=C(C(=O)O[C@H]2CC3CC=C4[C@@H]5CC[C@H]([C@@H](C)CC(C6=CC=C(C=C6)[N+](=O)[O-])=O)[C@]5(CC[C@@H]4[C@]3(CC2)C)C)C=C1 (3R,20S)-20-[(4-nitrobenzoyl) methyl]-pregn-7-en-3-yl 4-nitrobenzoate